CC(CN1CCOCC1)(C)NC(=O)C=1C2=C(N(N1)C1=C(C=C(C=C1)F)F)CC1C2C1 1-(2,4-Difluoro-phenyl)-3b,4,4a,5-tetrahydro-1H-cyclopropa[3,4]cyclopenta[1,2-c]pyrazole-3-carboxylic acid (1,1-dimethyl-2-morpholin-4-yl-ethyl)-amide